1-Octenal C(=CCCCCCC)=O